C(CCCC)(=O)OC(CCC)CCCCCCCCCCC valeric acid, 4-pentadecyl ester